1-(2-(4-(9-benzyl-6-(1-methylcyclopropoxy)-9H-purin-8-yl)-3-chlorophenoxy)ethyl)-3-methylpiperazin-2-one C(C1=CC=CC=C1)N1C2=NC=NC(=C2N=C1C1=C(C=C(OCCN2C(C(NCC2)C)=O)C=C1)Cl)OC1(CC1)C